N1(CCNCC1)CC=1C=CC(=C(C1)C=1OC=NN1)C(F)(F)F 2-(5-(piperazin-1-ylmethyl)-2-(trifluoromethyl)phenyl)-1,3,4-oxadiazole